N-(2-(benzo[d]thiazol-2-yl)-5-chlorophenyl)-4-(trifluoromethyl)benzamide S1C(=NC2=C1C=CC=C2)C2=C(C=C(C=C2)Cl)NC(C2=CC=C(C=C2)C(F)(F)F)=O